[2-amino-4-(trifluoromethoxy)phenyl]-[4-(2-morpholin-2-yl-3H-imidazo[4,5-b]pyridin-7-yl)-1-piperidyl]methanone NC1=C(C=CC(=C1)OC(F)(F)F)C(=O)N1CCC(CC1)C1=C2C(=NC=C1)NC(=N2)C2CNCCO2